(2-FLUORO-5-([(4-FLUOROPHENYL)SULFANYL]METHYL)PHENYL)BORANEDIOL FC1=C(C=C(C=C1)CSC1=CC=C(C=C1)F)B(O)O